CN1C(C(=C(C2=CC=CC=C12)N1CCC(CC1)OC1=CC=C(C=C1)C)C#N)=O 1-methyl-4-[4-(4-methylphenoxy)piperidin-1-yl]-2-oxo-1,2-dihydroquinoline-3-carbonitrile